tert-butyl 4-(2,3-diamino-5-fluoro-4-pyridyl)piperidine-1-carboxylate NC1=NC=C(C(=C1N)C1CCN(CC1)C(=O)OC(C)(C)C)F